4-((4-(1-cyclopentyl-1h-1,2,3-triazol-4-yl)pyrimidin-2-yl)amino)benzenesulfonamide tert-butyl-N-[7-({N-[2-(benzylsulfanyl)phenyl]acetamido}methyl)quinolin-2-yl]carbamate C(C)(C)(C)OC(NC1=NC2=CC(=CC=C2C=C1)CN(C(C)=O)C1=C(C=CC=C1)SCC1=CC=CC=C1)=O.C1(CCCC1)N1N=NC(=C1)C1=NC(=NC=C1)NC1=CC=C(C=C1)S(=O)(=O)N